O1C2=C(OCC1)C=C(C=C2)C2=NN(C(C=C2)=O)CC(=O)NC2=C(C=CC=C2)F 2-(3-(2,3-dihydrobenzo[b][1,4]dioxin-6-yl)-6-oxopyridazin-1(6H)-yl)-N-(2-fluorophenyl)acetamide